C(#N)C1(CC1)N(C(=O)C1[C@H]2CN(C[C@@H]12)C(=O)C=1N=CN(C1)C(C)C)C (1R,5S,6r)-N-(1-cyanocyclopropyl)-N-methyl-3-[1-(propan-2-yl)-1H-imidazole-4-carbonyl]-3-azabicyclo[3.1.0]hexane-6-carboxamide